C(CCCCCCCCCCCCCCC)(=O)OC[C@@H](OC(CCCCCCCC=O)=O)COP(=O)(O)OCC[N+](C)(C)C 1-palmitoyl-2-(9'-oxononanoyl)-sn-glycero-3-phosphorylcholine